(1R,5S,6r)-3-carbamimidoyl-N-(2-(8-(4-methoxyphenyl)imidazo[1,5-a]pyridin-3-yl)propan-2-yl)-3-azabicyclo[3.1.1]heptane-6-carboxamide C(N)(=N)N1C[C@H]2C([C@@H](C1)C2)C(=O)NC(C)(C)C2=NC=C1N2C=CC=C1C1=CC=C(C=C1)OC